((1R)-3-methyl-1-(3-((pyrazine-2-carboxamido)methyl)-4,5-dihydroisoxazole-5-carboxamido)butyl)boron CC(C[C@H](NC(=O)C1CC(=NO1)CNC(=O)C1=NC=CN=C1)[B])C